The molecule is a sulfoglycolipid in which alpha,alpha-trehalose, sulfated at the 2'-position, is acylated at the 2-position with palmitic acid, and at the 3-position with (2E,4S,6S,8S)-2,4,6,8-tetramethyltetracos-2-enoic acid. It is a sulfoglycolipid and a polyacyl alpha,alpha-trehalose derivative. It derives from an alpha,alpha-trehalose. CCCCCCCCCCCCCCCC[C@H](C)C[C@H](C)C[C@H](C)/C=C(\\C)/C(=O)O[C@H]1[C@@H]([C@H](O[C@@H]([C@@H]1OC(=O)CCCCCCCCCCCCCCC)O[C@@H]2[C@@H]([C@H]([C@@H]([C@H](O2)CO)O)O)OS(=O)(=O)O)CO)O